tert-butyl (E)-(4-((4-carbamoyl-5-fluoro-2-methoxyphenyl)amino)but-2-en-1-yl)carbamate C(N)(=O)C1=CC(=C(C=C1F)NC/C=C/CNC(OC(C)(C)C)=O)OC